C(#N)C1=NC=C(C=N1)C=1C=C2C(=NC1)NN=C2C(=O)C=2C(=C(C(=CC2)F)NS(=O)(=O)CCC)F N-(3-(5-(2-cyanopyrimidin-5-yl)-1H-pyrazolo[3,4-b]pyridine-3-carbonyl)-2,6-difluorophenyl)propane-1-sulfonamide